C(C)(C)C=C(C(=O)O)C.C(C)(C)C=C(C(=O)O)C.N1(CCOCC1)CCOCCO 2-[2-(4-morpholinyl)ethoxy]ethanol isopropyl-methacrylate (iso-propyl-methacrylate)